ClC=1C=C(C(=O)NC2=NNC(=C2)C=2N=C3N(C=CC(=C3)OC)C2)C=CC1OC 3-chloro-4-methoxy-N-[5-(7-methoxyimidazo[1,2-a]pyridin-2-yl)-1H-pyrazol-3-yl]benzamide